5-[(2S,4R)-4-[6-(difluoromethyl)-4-[2-fluoro-4-(trifluoromethyl)phenyl]-7-methyl-pteridin-2-yl]tetrahydropyran-2-yl]-1-methyl-pyridin-2-one FC(C=1N=C2C(=NC(=NC2=NC1C)[C@H]1C[C@H](OCC1)C=1C=CC(N(C1)C)=O)C1=C(C=C(C=C1)C(F)(F)F)F)F